3-(4,4-Dimethyl-2-oxo-3,4-dihydro-2H-pyran-6-yl)-4-fluoro-1,5-dimethyl-1H-indazole 2-oxide CC1(CC(OC(=C1)C1=[N+](N(C2=CC=C(C(=C12)F)C)C)[O-])=O)C